N-(4-bromo-2-cyclopropyl-5-methylphenyl)-N-(3-cyano-1-methyl-1H-pyrrolo[3,2-b]pyridin-5-yl)but-2-ynamide BrC1=CC(=C(C=C1C)N(C(C#CC)=O)C1=CC=C2C(=N1)C(=CN2C)C#N)C2CC2